1,12-bis(N-dodecyl-ureido)dodecan C(CCCCCCCCCCC)N(C(=O)N)CCCCCCCCCCCCN(C(=O)N)CCCCCCCCCCCC